C(CC=C)(=O)N1CCC(=CC1)C1=C2C(=NC=C1)NC=C2 4-(1-(but-3-enoyl)-1,2,3,6-tetrahydropyridin-4-yl)-1H-pyrrolo[2,3-b]pyridin